6-bromo-7-fluoro-3,4-dihydronaphthalen BrC=1C=C2CCC=CC2=CC1F